4-(4-chlorobenzyl)-7-(3-(difluoromethyl)benzyl)-4,6,7,8-tetrahydropyrazolo[3,4-b]pyrrolo[3,4-d]pyridin-5(3H)-one ClC1=CC=C(CN2C3=C(C4=C(C2=O)CN(C4)CC4=CC(=CC=C4)C(F)F)C=NN3)C=C1